2,4,6-trimethylanilinium CC1=C([NH3+])C(=CC(=C1)C)C